2-[4-[(2S,5R)-4-(3,3-difluoro-2,2-dimethylpropanoyl)-2,5-dimethylpiperazin-1-yl]spiro[6H-pyrrolo[2,3-d]pyrimidine-5,1'-cyclobutane]-7-yl]pyridine-4-carbonitrile FC(C(C(=O)N1C[C@@H](N(C[C@H]1C)C=1C2=C(N=CN1)N(CC21CCC1)C1=NC=CC(=C1)C#N)C)(C)C)F